Cl.N1(C=NC=C1)CCOC1=C(C=C(C(=O)O)C=C1)OC 4-(2-(1H-imidazol-1-yl)ethoxy)-3-methoxybenzoic acid, hydrochloride